ClC1=C(C=2N=C(N=C(C2C(=N1)OC)N1CC2(CCC(C1)N2C(=O)OC(C)(C)C)COC([2H])([2H])[2H])SC)F tert-butyl 3-(7-chloro-8-fluoro-5-methoxy-2-(methylthio)pyrido[4,3-d]pyrimidin-4-yl)-1-((methoxyl-d3)methyl)-3,8-diazabicyclo[3.2.1]octan-8-carboxylate